3-methyl-3-(4-methylphenyl)-1,5-pentanediol CC(CCO)(CCO)C1=CC=C(C=C1)C